Furan-2-ylmethyl (2-((S)-5-oxo-1-(2,3,5-trifluorobenzyl)pyrrolidin-2-yl)acetyl)-L-valinate O=C1CC[C@H](N1CC1=C(C(=CC(=C1)F)F)F)CC(=O)N[C@@H](C(C)C)C(=O)OCC=1OC=CC1